O=C1NC(CCC1NC1=CC=C(C=C1)C1CCN(CC1)CC1=CC=C(C=C1)N1N=C2N=CC=C(C2=C1)C1=CC(=C(C=C1)CNC(OC(C)(C)C)=O)C)=O tert-butyl N-[[4-[2-[4-[[4-[4-[(2,6-dioxo-3-piperidyl)amino]phenyl]-1-piperidyl]methyl]phenyl]pyrazolo[3,4-b]pyridin-4-yl]-2-methyl-phenyl]methyl]carbamate